BrC1=CC=C(C=C1)C=1N(OC(N1)(C(=O)OC)CC(=O)OC)C methyl 3-(4-bromophenyl)-5-(2-methoxy-2-oxoethyl)-2-methyl-2,5-dihydro-1,2,4-oxadiazole-5-carboxylate